NCCNCCN1C(N(CC1)CCN(CCNCC#N)CCNCC#N)=O 2,2'-((((2-(3-(2-((2-aminoethyl)amino)ethyl)-2-oxoimidazolidin-1-yl)ethyl)azanediyl)bis(eth-ane-2,1-diyl))bis(azanediyl))diacetonitrile